C(C1=CC=CC=C1)OC1=C2C(=NC(=N1)N1CC(C1)C#N)N(N=C2)C2=C(C=C(C=C2)F)F 1-[4-benzyloxy-1-(2,4-difluorophenyl)pyrazolo[3,4-d]pyrimidin-6-yl]azetidine-3-carbonitrile